O[C@@H]([C@H](CO[C@H]1O[C@@H]([C@@H]([C@@H]([C@H]1O)O)O)CO)NC(CCCCCCCCCCCCCCCCCCCCC12CC(C1)(C2)F)=O)[C@@H](CCCCCCCCCCCCCC)O N-((2S,3S,4R)-3,4-dihydroxy-1-(((2S,3R,4S,5R,6R)-3,4,5-trihydroxy-6-(hydroxymethyl)tetrahydro-2H-pyran-2-yl)oxy)octadecan-2-yl)-21-(3-fluorobicyclo[1.1.1]pentan-1-yl)henicosanamide